1-(4-hydroxyphenyl)-3-(2-fluorophenyl)-2-propen-1-one OC1=CC=C(C=C1)C(C=CC1=C(C=CC=C1)F)=O